CNC(=O)NC=1SC=2CNCCC2N1 N-methyl-N'-(4,5,6,7-tetrahydro[1,3]thiazolo[5,4-c]pyridin-2-yl)urea